NC1=C2C(=NC=N1)N(N=C2C2=CC=C(C=C2)O)CC2=NC1=CC=CC(=C1C(N2CC2=C(C=CC=C2)Cl)=O)C#CCCCC(=O)N2CCN(CCC2)C 2-((4-Amino-3-(4-hydroxyphenyl)-1H-pyrazolo[3,4-d]pyrimidin-1-yl)methyl)-3-(2-chlorobenzyl)-5-(6-(4-methyl-1,4-diazepan-1-yl)-6-oxohex-1-ynyl)quinazolin-4(3H)-one